tert-butyl (4-(1-benzyl-1,2,3,6-tetrahydropyridin-4-yl)thiazol-2-yl)carbamate C(C1=CC=CC=C1)N1CCC(=CC1)C=1N=C(SC1)NC(OC(C)(C)C)=O